C1(CCCCC1)P(C1=C(C=CC=C1)C=1N(C2=CC=CC=C2C1C(=O)NC1=CC=C(C=C1)C)C)C1CCCCC1 2-(2-(dicyclohexylphosphino)phenyl)-1-methyl-N-(p-tolyl)-1H-indole-3-carboxamide